PENTAMETHYLHEPT-3-EN-2-ONE CC(=C(C(C(C)(C)C)=O)C)CCC